1-[3-(10H-9-oxa-1-azaanthracen-6-yl)-2,3-dimethoxyallyl]-10H-9-oxa-1-azaanthracen N1=CC=CC=2CC3=CC(=CC=C3OC12)C(=C(CN1CC=CC=2CC3=CC=CC=C3OC12)OC)OC